3-(6-chloro-5'-(5-chloro-2-methylphenyl)-3'-isopropyl-2,6'-dioxo-5',6'-dihydro-3'H-spiro[indoline-3,4'-pyrrolo[3,4-d]imidazol]-2'-yl)-4-methoxybenzonitrile ClC1=CC=C2C(=C1)NC(C21N(C(C=2N=C(N(C21)C(C)C)C=2C=C(C#N)C=CC2OC)=O)C2=C(C=CC(=C2)Cl)C)=O